C1(CC1)NC1=C2N=CN(C2=NC(=N1)SC)CC1=C(C(=CC=C1F)C)F N-Cyclopropyl-9-(2,6-difluoro-3-methylbenzyl)-2-(methylthio)-9H-purin-6-amine